CNS(=O)(=O)C1=NNC=C1 N-methyl-pyrazolesulfonamide